tert-butyl (S)-3-(2-(((3-(4-decylphenyl)-1,2,4-oxadiazol-5-yl)methyl)amino)-2-oxoethyl)pyrrolidine-1-carboxylate C(CCCCCCCCC)C1=CC=C(C=C1)C1=NOC(=N1)CNC(C[C@H]1CN(CC1)C(=O)OC(C)(C)C)=O